P(OOC1=CC=CC=C1)(OOC1=CC=CC=C1)OOC1=CC=CC=C1 triphenoxy phosphite